4-{6-[(1S)-1-hydroxybutyl]-4-methylpyridin-3-yl}-[1,2,4]triazolo[1,5-a]naphthyridin-8-carboxamide O[C@@H](CCC)C1=CC(=C(C=N1)C=1C=2N(C3=NC(=CC=C3C1)C(=O)N)N=CN2)C